spiro[2H-imidazo[1,5-a]pyridine-3,4'-piperidine]-1,5-dione N1CCC2(CC1)NC(C=1N2C(C=CC1)=O)=O